CN1C(C(=C(C=C1C)[O-])NC(N[C@@H](CC(=O)[O-])C=1C=C(C=CC1)C1=CC(=CC=C1)OC)=O)=O.[Na+].[N+](=O)([O-])C=1C=C(C=CC1)C1=NNC2=CC=C(C=C12)NC(C1=CC=CC=C1)=O.[Na+] N-(3-(3-nitrophenyl)-1H-indazol-5-yl)benzamide sodium (S)-3-(3-(1,6-dimethyl-4-oxido-2-oxo-1,2-dihydropyridin-3-yl)ureido)-3-(3'-methoxybiphenyl-3-yl)propanoate